tetrahydropyrazolo[3,4-b][1,5]benzodiazepine N1NCC2C1=NC1=C(N=C2)C=CC=C1